Acrylic acid nickel [Ni].C(C=C)(=O)O